N1N=CC=2C1=NC=C(C2)CN2CCC1=CC=C(C=C21)C(=O)NC2=CC(=CC(=C2)C(F)(F)F)F 1-((1H-pyrazolo[3,4-b]pyridin-5-yl)methyl)-N-(3-fluoro-5-(trifluoromethyl)phenyl)indoline-6-carboxamide